(S)-7-((6-((dimethylamino)-methyl)-5-(tetrahydrofuran-3-yl)pyridin-2-yl)amino)-4-(6-fluoropyrazolo[1,5-a]pyridin-3-yl)isoindolin-1-one CN(C)CC1=C(C=CC(=N1)NC=1C=CC(=C2CNC(C12)=O)C=1C=NN2C1C=CC(=C2)F)[C@H]2COCC2